C(C)(C)NC=1N=C(C2=C(N1)C=CC=N2)NCC2=CC=C(C=C2)S(=O)(=O)C N2-isopropyl-N4-(4-(methylsulfonyl)benzyl)pyrido[3,2-d]pyrimidine-2,4-diamine